C(C)OC(=O)C1=CC2=C(N(C(=N2)NC=2OC3=C(N2)C=CC(=C3)OC(F)(F)F)CC3(COC3)O)C=C1 1-((3-hydroxyoxetan-3-yl)methyl)-2-((6-(trifluoromethoxy)benzo[d]oxazol-2-yl)amino)-1H-benzo[d]imidazole-5-carboxylic acid ethyl ester